(2-acetyl-5-bromophenyl)-N-isopropyl-propionamide C(C)(=O)C1=C(C=C(C=C1)Br)C(C(=O)NC(C)C)C